8-(piperidin-4-yl)octan-1-amine N1CCC(CC1)CCCCCCCCN